3-iodo-4-cyclopropylmethoxybenzoic acid IC=1C=C(C(=O)O)C=CC1OCC1CC1